(3-fluoro-4-pyridinyl)-6,7-dihydro-2-(phenoxymethyl)-thiazolo[5,4-c]pyridin-4(5H)-one FC=1C=NC=CC1N1C(C2=C(CC1)N=C(S2)COC2=CC=CC=C2)=O